4-(4-(4-(2-fluoro-5-(trifluoromethyl)phenyl)piperazin-1-yl)butyl)benzofuran-2-carboxamide FC1=C(C=C(C=C1)C(F)(F)F)N1CCN(CC1)CCCCC1=CC=CC2=C1C=C(O2)C(=O)N